C(C)OCCOCCOC1=CC=C(C=C1)CCCC(C(=O)O)N1CCN(CCN(CCN(CC1)C(CO)C(=O)O)C(CO)C(=O)O)C(CO)C(=O)O 5-{4-[2-(2-ethoxyethoxy)ethoxy]phenyl}-2-[4,7,10-tris(1-carboxy-2-hydroxyethyl)-1,4,7,10-tetraazacyclododecan-1-yl]pentanoic acid